ClC=1N=NC=C(C1)B1OC(C(O1)(C)C)(C)C 3-Chloro-5-(4,4,5,5-tetramethyl-1,3,2-dioxaborolan-2-yl)pyridazine